CC1NCCCC1C=1C=NNC1 2-methyl-3-(1H-pyrazol-4-yl)piperidine